tert-Butyl 3-fluoro-5-((trimethylsilyl)ethynyl)benzylcarbamate FC=1C=C(CNC(OC(C)(C)C)=O)C=C(C1)C#C[Si](C)(C)C